(7S)-9-(2,6-difluorophenyl)-3,7-dimethyl-13-oxa-18-thia-2,4,5,8-tetrazatetracyclo[8.8.0.02,6.011,17]octadeca-1(10),3,5,8,11(17)-pentaene FC1=C(C(=CC=C1)F)C1=N[C@H](C2=NN=C(N2C=2SC=3CCCOCC3C12)C)C